CC1=CC=C(C=C1)NC(=N)NCCCCCCCC 1-(4-methylphenyl)-3-octylguanidine